NNC1=NC(N(N2[C@H](O)[C@H](O)[C@@H](CO)O2)C=C1)=O N4-aminoazacytidine